trans-[1,1'-bi(cyclohexane)]-4,4'-dicarbonyl dichloride C1(CCC(CC1)C(=O)Cl)C1CCC(CC1)C(=O)Cl